CC1=CC=C(C=C1)S(=O)(=O)O.OC(C)C1=NC=CN1C 1-hydroxyethyl-3-methylimidazole p-toluenesulfonate salt